C(C)O[SiH2][SiH2][SiH2][SiH2][SiH2][SiH2][SiH2][SiH3] ethoxyoctasilane